N-(5-(cyclopropylethynyl)-1,3,4-thiadiazol-2-yl)-2''-(difluoromethyl)-5''-methoxy-4-methyl-2-oxo-2H-[1,2':4',4''-terpyridin]-5'-carboxamide C1(CC1)C#CC1=NN=C(S1)NC(=O)C=1C(=CC(=NC1)N1C(C=C(C=C1)C)=O)C1=CC(=NC=C1OC)C(F)F